5-chloro-N4-(1-(cyclopropylsulfonyl)indolin-7-yl)-N2-(2-methoxy-4-(4-(4-methylpiperazin-1-yl)piperidin-1-yl)phenyl)pyrimidine-2,4-diamine ClC=1C(=NC(=NC1)NC1=C(C=C(C=C1)N1CCC(CC1)N1CCN(CC1)C)OC)NC=1C=CC=C2CCN(C12)S(=O)(=O)C1CC1